4-methyl-2,6-diethynylpyridine CC1=CC(=NC(=C1)C#C)C#C